tris(3-aminopropyl)-1,3-diaminopropane NCCCC(C(N)(CCCN)CCCN)CN